methyl 4-[4-(2-tert-butoxy-2-oxo-ethyl)-4-hydroxy-1-piperidyl]-2-formyl-benzoate C(C)(C)(C)OC(CC1(CCN(CC1)C1=CC(=C(C(=O)OC)C=C1)C=O)O)=O